N-(4,5-bis((tert-butyldimethylsilyl)oxy)-2-iodophenethyl)-carboxamide [Si](C)(C)(C(C)(C)C)OC1=CC(=C(CCNC=O)C=C1O[Si](C)(C)C(C)(C)C)I